C(C)(C)(C)OC(=O)N1[C@@]([C@H](CC1)[C@@]([C@H](CCC)NC(C)=O)(C)OC)(\C=C/C)C(=O)O (2R)-((1R)-Acetylamino-(2S)-methoxy-(2S)-methylpentyl)-(5R)-carboxy-(3S)-Z-propenylpyrrolidine-1-carboxylic acid tert-butyl ester